C1(CCCCC1)C1=CC=C(NC2=CC=C(C=C2)C2=CC=CC3=CC=CC=C23)C=C1 4-cyclohexyl-N-(4-(naphthalen-1-yl)phenyl)aniline